COC1=CC=C(C2=CC=CC=C12)C1CCNCC1 4-(4-methoxynaphthalen-1-yl)piperidine